N-(4-amino-1,3-dihydro-furo[3,4-c]pyridin-7-yl)-2-(5-methyl-2-(2-methyl-2H-indazol-5-yl)piperidin-1-yl)-2-oxoacetamide NC1=NC=C(C2=C1COC2)NC(C(=O)N2C(CCC(C2)C)C2=CC1=CN(N=C1C=C2)C)=O